manganese oxide bismuth [Bi+3].[O-2].[Mn+2]